1-methyl-4-piperidinic acid CN1CCC(CC1)C(=O)O